CC1=CC=C(C=C1)C1CC(NN1)=C1C(N(C(N(C1=O)C)=O)C)=O 5-(5-(4-methylphenyl)pyrazolidin-3-ylidene)-1,3-dimethylbarbituric acid